C(C)(C)(C)OC(C)COC(C)CO dipropylene glycol mono-tertiary butyl ether